FC(C=1C=C(C(=O)N[C@@H]2CCC3=CC(=CC=C23)C2=NOC(=N2)CC)C=CN1)F (R)-2-(difluoromethyl)-N-(5-(5-ethyl-1,2,4-oxadiazol-3-yl)-2,3-dihydro-1H-inden-1-yl)isonicotinamide